[Si](C1=CC=CC=C1)(C1=CC=CC=C1)(C(C)(C)C)O[C@H]1C[C@@H](O[C@@H]1CO)N1C=2N=C(NC(C2N=C1)=O)NC(C(C)C)=O N-(9-((2R,4S,5R)-4-((tert-butyldiphenylsilyl)oxy)-5-(hydroxymethyl)tetrahydrofuran-2-yl)-6-oxo-6,9-dihydro-1H-purin-2-yl)isobutyramide